(S)-4-(4-(((R)-1-(3-(difluoromethyl)-2-fluorophenyl)ethyl)amino)-2-methyl-8,9-dihydrofuro[2,3-h]quinazolin-6-yl)-4-hydroxypiperidin-2-one FC(C=1C(=C(C=CC1)[C@@H](C)NC1=NC(=NC2=C3C(=C(C=C12)[C@]1(CC(NCC1)=O)O)OCC3)C)F)F